(4-pyrimidin-2-ylpyridazin-1-ium-1-yl)propane-2-sulfonate N1=C(N=CC=C1)C1=CN=[N+](C=C1)CC(C)S(=O)(=O)[O-]